((5-oxopyrrolidin-2-yl)methoxy)isoquinoline-6-carboxamide O=C1CCC(N1)COC1=NC=CC2=CC(=CC=C12)C(=O)N